CCC(C)(C)[O-].[K+].C(C1=CC=CC=C1)N1C2COCC1CC(C2)C#N 9-benzyl-3-oxa-9-azabicyclo[3.3.1]nonane-7-carbonitrile Potassium tert-pentoxide